C(C)C1=C(C(NC2=CC=C(C=C12)C1CCN(CC1)C1CCN(CC1)C(C)C)=O)C1=CC=C(C=C1)S(=O)(=O)C 4-ethyl-3-(4-methanesulfonylphenyl)-6-[1'-(propan-2-yl)-[1,4'-bipiperidine]-4-yl]-1,2-dihydroquinolin-2-one